2-tridecylphenol C(CCCCCCCCCCCC)C1=C(C=CC=C1)O